3-({[(3R)-1-(tert-butoxycarbonyl)piperidin-3-yl]carbonyl}amino)-5-(2-chloro-5-cyanophenyl)-1H-indazole-1-carboxylic acid ethyl ester C(C)OC(=O)N1N=C(C2=CC(=CC=C12)C1=C(C=CC(=C1)C#N)Cl)NC(=O)[C@H]1CN(CCC1)C(=O)OC(C)(C)C